2-(Dimethylamino)-1-(3-(3-isopropyl-2-(8-methyl-[1,2,4]triazolo[1,5-a]pyridin-6-yl)-1H-indol-5-yl)azetidin-1-yl)ethan-1-on CN(CC(=O)N1CC(C1)C=1C=C2C(=C(NC2=CC1)C=1C=C(C=2N(C1)N=CN2)C)C(C)C)C